(8aS)-2-[4-chloro-2-(trifluoromethyl)phenyl]-1,5,6,7,8,8a-hexahydroimidazo[1,5-a]pyrazine-3-one ClC1=CC(=C(C=C1)N1C(N2[C@@H](CNCC2)C1)=O)C(F)(F)F